Potassium Nitrogen [N].[K]